ClC1=C(CN2C(N(C(C3=CC=C(C=C23)C(=O)NCC=2OC(=CC2)C)C)C)=O)C(=CC=C1)F 1-(2-chloro-6-fluorobenzyl)-3,4-dimethyl-N-((5-methylfuran-2-yl)methyl)-2-oxo-1,2,3,4-tetrahydroquinazoline-7-carboxamide